C1(CCCCC1)OC(C(CF)F)=O 2,3-difluoropropionic acid cyclohexyl ester